elaidyl-lysyl-phenylalanine C(CCCCCCC\C=C\CCCCCCCC)N[C@@H](CCCCN)C(=O)N[C@@H](CC1=CC=CC=C1)C(=O)O